C1N(CCC2=CC=CC=C12)CC(O)NC(=O)C=1N=C2N(CCC(C2)C2=CC=CC=C2)C1 N-(2-(3,4-Dihydroisoquinolin-2(1H)-yl)-1-hydroxyethyl)-7-phenyl-5,6,7,8-tetrahydroimidazo[1,2-a]pyridine-2-carboxamide